COC1=C(C=CC(=C1)OC)CNC(=O)C1=CC2=C(C(=N1)C=1N=C(OC1C=O)C1=C(C(=NN1CC)C)OCC1=CC=C(C=C1)OC)C=NN2C N-[(2,4-dimethoxyphenyl)methyl]-4-(2-{1-ethyl-4-[(4-methoxyphenyl)methoxy]-3-methyl-1H-pyrazol-5-yl}-5-formyl-1,3-oxazol-4-yl)-1-methyl-1H-pyrazolo[4,3-c]pyridine-6-carboxamide